N-((3S,4S)-1-((difluoromethyl)sulfonyl)-4-methylpyrrolidin-3-yl)-2-(6-(6-((cis)-2,6-dimethylmorpholino)pyridin-2-yl)isoquinolin-3-yl)acetamide FC(S(=O)(=O)N1C[C@H]([C@H](C1)C)NC(CC=1N=CC2=CC=C(C=C2C1)C1=NC(=CC=C1)N1C[C@@H](O[C@@H](C1)C)C)=O)F